1-((3S,4R)-4-(3,4-difluorophenyl)-1-(2-methoxyethyl)pyrrolidin-3-yl)-3-(1-methyl-3-(4-(methyl-sulfonyl)phenyl)-1H-pyrazol-5-yl)urea FC=1C=C(C=CC1F)[C@H]1[C@@H](CN(C1)CCOC)NC(=O)NC1=CC(=NN1C)C1=CC=C(C=C1)S(=O)(=O)C